C(C#C)OC1CCNCC1 4-(prop-2-ynyloxy)piperidine